C(C)OC(C(C)OCCOCCO)=O 2-(2-(2-hydroxyethoxy)ethoxy)propionic acid ethyl ester